C12(CC3CC(CC(C1)C3)C2)OCC=2SC=C(N2)CNC2=C3CN(C(C3=CC=C2)=O)C2C(NC(CC2)=O)=O 3-(4-(((2-((adamantan-1-yloxy)methyl)thiazol-4-yl)methyl)amino)-1-oxoisoindolin-2-yl)piperidine-2,6-dione